C(C)C1(NC2=CC(=C(C=C2C(=N1)NCC=1OC=CC1)OC)OC)N 2-ethyl-N4-(furan-2-ylmethyl)-6,7-dimethoxyquinazoline-2,4-diamine